COC(C1=CC(=NC(=C1)C1=C(C=CC=C1)O)Cl)=O 2-chloro-6-(2-hydroxyphenyl)isonicotinic acid methyl ester